(8-bromo-6-fluoroquinolin-7-yl)(2-chloro-5-fluorophenyl)methanol BrC=1C(=C(C=C2C=CC=NC12)F)C(O)C1=C(C=CC(=C1)F)Cl